NCC1CCC(CC1)C(N[C@H](C(NCCCC[C@H](NC(N[C@@H](CCC(=O)OC(C)(C)C)C(=O)OC(C)(C)C)=O)C(=O)OC(C)(C)C)=O)CC1=CC(=CC=C1)C)=O tri-tert-butyl (3S,10S,14S)-1-[(1r,4S)-4-(aminomethyl)cyclohexyl]-3-[(3-methylphenyl)methyl]-1,4,12-trioxo-2,5,11,13-tetraazahexadecane-10,14,16-tricarboxylate